acryloyloxybutylmethyl-dimethoxysilane C(C=C)(=O)OCCCC[Si](OC)(OC)C